O=C1NC(CCC1N1C(C2=CC=CC(=C2C1)SCCNC1=CC=C(C(=O)N2CCC(CC2)CCCCNC(\C=C\C=2C=NC=CC2)=O)C=C1)=O)=O (E)-N-(4-(1-(4-((2-((2-(2,6-dioxopiperidin-3-yl)-1-oxoisoindolin-4-yl)thio)ethyl)amino)benzoyl)piperidin-4-yl)butyl)-3-(pyridin-3-yl)acrylamide